diazaspiro[4.4]nonane N1NCCC12CCCC2